C(C)C=1N=C2N(C(C1C1=C(C=CC(=C1)C(=O)N1CC3(CC3C1)O)NC(C=C)=O)=O)C1=C(N2CC(=O)NC2=CC=C(C=C2)F)C=CC=C1 N-(2-(2-Ethyl-10-(2-((4-fluorophenyl)amino)-2-oxoethyl)-4-oxo-4,10-dihydrobenzo[4,5]imidazo[1,2-a]pyrimidin-3-yl)-4-(1-hydroxy-3-azabicyclo[3.1.0]hexane-3-carbonyl)phenyl)acrylamide